9-[(6,7-Dihydro-5H-pyrrolo[2,3-d]pyrimidin-4-yl)-methyl-amino]-3-aza-spiro[5.5]undecane-3-carboxylic acid isopropyl ester C(C)(C)OC(=O)N1CCC2(CC1)CCC(CC2)N(C)C=2C1=C(N=CN2)NCC1